Br.N1CCC2=CC(=CC=C12)[C@@H](C)NC(C1=CC=C(C=C1)Cl)=O (R)-N-(1-(2,3-dihydro-1H-indol-5-yl)ethyl)-4-chlorobenzamide hydrobromide